FC1=CC(=C(C=C1NC(C1=NC=CC(=C1)C(F)(F)F)=O)C1=CC2=C(N=C(N=C2)NC(OC(C)C)=O)N2C1=NCC2)C isopropyl (6-(4-fluoro-2-methyl-5-(4-(trifluoromethyl)picolinamido)phenyl)-8,9-dihydroimidazo[1',2':1,6]pyrido[2,3-d]pyrimidin-2-yl)carbamate